O=C1NC(CCC1N1C(C2=CC=C(C=C2C1=O)N1CCN(CC1)C1CCC(CC1)C#C)=O)=O 2-(2,6-dioxopiperidin-3-yl)-5-(4-(4-ethynylcyclohexyl)piperazin-1-yl)isoindoline-1,3-dione